ClC=1C=CC(=C(C1)C1=NOC(=N1)C1CC12CCN(CC2)C(=O)NC2CCCCC2)OC 1-[3-(5-chloro-2-methoxyphenyl)-1,2,4-oxadiazol-5-yl]-N-cyclohexyl-6-azaspiro[2.5]octane-6-carboxamide